CO[C@@H](C=O)[C@@H](OC)[C@H](OC)[C@H](O)COC 2,3,4,6-tetra-O-methyl-D-Glucose